C(C)(=O)OC=1C(=C(C2=C(CCC(O2)(CCCC(CCCC(CCCC(C)C)C)C)C)C1C)C)C (±)-3,4-dihydro-2,5,7,8-tetramethyl-2-(4,8,12-trimethyl-tridecyl)-2H-benzopyran-6-yl acetate